[Cl-].CO[Si](OC)(OC)CCCC(CC[NH+](C)C)CCCCCCCCCCCCC 3-(trimethoxysilylpropyl)dimethyl-hexadecyl-ammonium chloride